p-vinyltoluene C(=C)C1=CC=C(C)C=C1